NC1=NN(C=C1C(=O)NC1CCC(CC1)NC1=CC=CC=2N1C=C(N2)C(F)(F)F)CC(F)(F)F 3-amino-1-(2,2,2-trifluoroethyl)-N-[4-[[2-(trifluoromethyl)imidazo[1,2-a]pyridin-5-yl]amino]cyclohexyl]pyrazole-4-carboxamide